(R)-4-(4-ethoxy-5-((7-fluoro-2-methyl-2H-indazol-5-yl)carbamoyl)pyrimidin-2-yl)-2-methylpiperazine-1-carboxylic acid tert-butyl ester C(C)(C)(C)OC(=O)N1[C@@H](CN(CC1)C1=NC=C(C(=N1)OCC)C(NC1=CC2=CN(N=C2C(=C1)F)C)=O)C